CCCCCCCC/C=C\CCCCCCCC(=O)O[C@H](COC(=O)CCCCCCC/C=C\C/C=C\C/C=C\CC)COP(=O)([O-])OCC[N+](C)(C)C 1-(9Z,12Z,15Z-octadecatrienoyl)-2-(9Z-octadecenoyl)-sn-glycero-3-phosphocholine